(3,5-dichlorophenyl)potassium trifluoroborate B(F)(F)F.ClC=1C=C(C=C(C1)Cl)[K]